(S)-N-(3-acetamidopropyl)-N-(3-chloro-4-fluorophenyl)-1-(6-methyl-4-(trifluoromethyl)pyridin-2-yl)pyrrolidine-2-carboxamide C(C)(=O)NCCCN(C(=O)[C@H]1N(CCC1)C1=NC(=CC(=C1)C(F)(F)F)C)C1=CC(=C(C=C1)F)Cl